ClC=1C(=C(C(=O)O)C=C(C1)C(F)(F)F)N=S(=O)(C)NCC1=CC(=C(C=C1)OC)OC 3-chloro-2-[[[(3,4-dimethoxyphenyl)methylamino]-methyl-oxo-λ6-sulfanylidene]amino]-5-(trifluoromethyl)benzoic acid